2-[2-ethoxyethyl(9H-fluoren-9-ylmethoxycarbonyl)amino]acetic acid C(C)OCCN(CC(=O)O)C(=O)OCC1C2=CC=CC=C2C=2C=CC=CC12